Butyl 5-cyclopropyl-4-((2-(4-(methoxycarbonyl)phenyl)-4-(2,2,2-trifluoroethyl)piperazin-1-yl)methyl)-7-methylindole-1-carboxylate C1(CC1)C=1C(=C2C=CN(C2=C(C1)C)C(=O)OCCCC)CN1C(CN(CC1)CC(F)(F)F)C1=CC=C(C=C1)C(=O)OC